N[C@@H]1[C@@H](OCC12CCN(CC2)C=2N=C1C=NC=NC1=NC2)C 6-((3S,4S)-4-amino-3-methyl-2-oxa-8-azaspiro[4.5]decane-8-yl)pteridine